2-(((1S,2R)-2-methylcyclohexyl)amino)-4-(trifluoromethyl)benzoic acid C[C@H]1[C@H](CCCC1)NC1=C(C(=O)O)C=CC(=C1)C(F)(F)F